NC(CC1=C(C=CC=C1)C=1C=C(C=NC1OC1=CC=C(C=C1)C(F)(F)F)C(=O)N[C@@H](CO)C)=O 5-[2-(2-amino-2-oxoethyl)phenyl]-N-[(2R)-1-hydroxypropan-2-yl]-6-[4-(trifluoromethyl)phenoxy]pyridine-3-carboxamide